3-HYDROXY-2-METHYL-4(4H)-PYRANONE OC1=C(OC=CC1=O)C